11,11-dimethyl-N-phenyl-11H-benzo[a]fluoren-9-amine CC1(C2=CC(=CC=C2C2=CC=C3C(=C12)C=CC=C3)NC3=CC=CC=C3)C